4-aminopentane-1,1,2,3-tetrol NC(C(C(C(O)O)O)O)C